(R)-1-(2-((1-(aminomethyl)cyclopropyl)methoxy)-7-(8-ethyl-7-fluoro-3-hydroxynaphthalen-1-yl)-8-fluoropyrido[4,3-d]pyrimidin-4-yl)-3-methylpiperidin-3-ol NCC1(CC1)COC=1N=C(C2=C(N1)C(=C(N=C2)C2=CC(=CC1=CC=C(C(=C21)CC)F)O)F)N2C[C@@](CCC2)(O)C